C1(=CC=C(C=C1)CCCO)CCCO 4-benzenedipropanol